C(C1=CC=CC=C1)OC1=CC=C(C=C1)C[C@@H](C(=O)OC)NC(CC1CCN(CC1)C(CCC1=CC=C(C=C1)C#N)=O)=O Methyl (S)-3-(4-(benzyloxy)phenyl)-2-(2-(1-(3-(4-cyanophenyl)propanoyl)piperidin-4-yl)acetamido)propanoate